(R)-6-chloro-3-((1-(6-chloro-3-methyl-4-oxo-2-phenyl-3,4-dihydroquinazolin-8-yl)ethyl)amino)picolinic acid ClC1=CC=C(C(=N1)C(=O)O)N[C@H](C)C=1C=C(C=C2C(N(C(=NC12)C1=CC=CC=C1)C)=O)Cl